(S)-3-(3-amino-2-isopropylpyridin-4-yl)propan-1-ol NC=1C(=NC=CC1CCCO)C(C)C